FC1=C(C=C(C=C1)C1=NOC(=C1)C(C)=O)OC 1-(3-(4-Fluoro-3-methoxyphenyl)isoxazol-5-yl)ethan-1-one